C(CCCCCCCCCCCCCCCCC)NC(OC[C@]1(O[C@H](C[C@@H]1OC(C1=CC=CC=C1)(C1=CC=CC=C1)C1=CC=C(C=C1)OC)N1C2=NC(=NC(=C2N=C1)NC(C1=CC=CC=C1)(C1=CC=CC=C1)C1=CC=C(C=C1)OC)F)C#C)=O ((2R,3S,5R)-2-ethynyl-5-(2-fluoro-6-(((4-methoxyphenyl)diphenylmethyl)amino)-9H-purin-9-yl)-3-{{4-methoxyphenyl}diphenylmethoxy}tetrahydrofuran-2-yl)methyl octadecylcarbamate